C1=CC=C2C(=C1)C(=CN2)C(C#N)SC[C@@H](C(=O)[O-])[NH3+] The molecule is an L-alpha-amino acid zwitterion obtained by transfer of a proton from the carboxy to the amino group of L-Cys(IAN). It is the major microspecies at pH 7.3 (according to Marvin v 6.2.0.). It is a tautomer of a L-Cys(IAN).